(rac)-((1s,3s)-3-hydroxy-3-methylcyclobutyl)(6-(1-methyl-1H-pyrazol-4-yl)-2-azaspiro[3.4]oct-2-yl)methanone OC1(CC(C1)C(=O)N1CC2(C1)C[C@@H](CC2)C=2C=NN(C2)C)C |r|